(2-(3-methylphenyl)pyrazolo[1,5-a]pyrimidin-6-yl)(2-hydroxy-5-nitrophenyl)methanone CC=1C=C(C=CC1)C1=NN2C(N=CC(=C2)C(=O)C2=C(C=CC(=C2)[N+](=O)[O-])O)=C1